C(#N)C(C[C@H]1C(NCC1)=O)NC([C@@H](N)CC(C)(C)C)=O N-{1-cyano-2-[(3S)-2-oxopyrrolidin-3-yl]ethyl}-4-methyl-L-leucinamide